n-heptyl triacontanoate C(CCCCCCCCCCCCCCCCCCCCCCCCCCCCC)(=O)OCCCCCCC